(1r,2s)-cyclohexanedicarboxylic acid calcium salt [Ca+2].C1(CCCCC1)(C(=O)[O-])C(=O)[O-]